O=C1NC(CC[C@@H]1N1C(C2=CC=C(C=C2C1=O)OCC(=O)NCCCCCC(=O)N1CCC(CC1)NC1=C2N=CN(C2=NC=N1)C1CC(C1)NC(C1=NC(=CC=C1)C)=O)=O)=O N-((1s,3s)-3-(6-((1-(6-(2-((2-(2,6-dioxopiperidin-3-yl)-1,3-dioxoisoindolin-5-yl)oxy)acetamido)hexanoyl)piperidin-4-yl)amino)-9H-purin-9-yl)cyclobutyl)-6-methylpicolinamide